2-(4-(4-(N'-methylureido)cyclohexylmethyl)piperazin-1-yl)-6-(trifluoromethyl)-8-nitro-benzothiopyran-4-one CNC(NC1CCC(CC1)CN1CCN(CC1)C=1SC2=C(C(C1)=O)C=C(C=C2[N+](=O)[O-])C(F)(F)F)=O